BrC=1C=C(C=CC1OC[C@@H](CCl)O)C(C)(C)C1=CC=C(OC[C@H](CN2N=NC(=C2I)CO)O)C=C1 (S)-1-(4-(2-(3-bromo-4-((S)-3-chloro-2-hydroxypropoxy)phenyl)propan-2-yl)phenoxy)-3-(4-(hydroxymethyl)-5-iodo-1H-1,2,3-triazol-1-yl)propan-2-ol